ClC1=C(C=CC2=C1OCCN2C(=O)[C@@H]2[C@@H]([C@@H](C(N2C2=NC(=CC(=C2)C(F)(F)F)C)=O)O)O)F (3s,4s,5s)-5-(8-chloro-7-fluoro-3,4-dihydro-2H-benzo[b][1,4]oxazine-4-carbonyl)-3,4-dihydroxy-1-(6-methyl-4-(trifluoromethyl)pyridin-2-yl)pyrrolidin-2-one